CN(C1(C=2NC(C=3SC(=CC3C2COC1)C=1C=NNC1)=O)C)C 10-(dimethylamino)-10-methyl-4-(1H-pyrazol-4-yl)-12-oxa-5-thia-8-azatricyclo[7.4.0.02,6]trideca-1(9),2(6),3-trien-7-one